O1C=C(C=C1)N(C(=O)Cl)CC=O Furan-3-yl-(2-oxoethyl)carbamoyl chloride